methyl (S)-2-amino-6-hydroxycaproate N[C@H](C(=O)OC)CCCCO